C(C)C=1C(=CC=C2C=C(C=C(C12)C1=C(C=2N=C(N=C(C2C=N1)N1CCOCC(C1)(O)C)OC[C@]12CCCN2C[C@@H](C1)F)F)O)F 4-(7-(8-ethyl-7-fluoro-3-hydroxy-naphthalen-1-yl)-8-fluoro-2-(((2R,7aS)-2-fluorotetrahydro-1H-pyrrolizin-7a(5H)-yl)methoxy)-pyrido[4,3-d]pyrimidin-4-yl)-6-methyl-1,4-oxazepan-6-ol